BrC=1C=C(C(N(C1)C)=O)NC1=NC=C(C=C1)C1CN(C1)C 5-bromo-1-methyl-3-(5-(1-methylazetidin-3-yl)pyridin-2-ylamino)-pyridin-2(1H)-one